C(CCCCCCC)OC(CCCCCCCCCCCC)=O.ClC=1C=CC2=C([C@](C(CCN2C(=O)C=2C=CC(=NC2)NC(=O)C=2C(=NC=CC2)C(F)(F)F)(F)F)(CO)O)C1 N-{5-[(5R)-7-chloro-4,4-difluoro-5-hydroxy-5-(hydroxymethyl)-2,3,4,5-tetrahydro-1H-1-benzazepin-1-carbonyl]pyridin-2-yl}-2-(trifluoromethyl)pyridine-3-carboxamide octyl-tridecanoate